COC1=NN(C=C1C=1C=C2C(=NC1)NC=C2C=2C=NC(=CC2)OC)C2CCN(CC2)C 5-(3-methoxy-1-(1-methyl-piperidin-4-yl)-1H-pyrazol-4-yl)-3-(6-methoxypyridin-3-yl)-1H-pyrrolo[2,3-b]pyridine